OC1=C(C=CC=C1C1=NN(C=N1)C)NC1=C2C(=NC(=C1)NC(=O)C1CC1)NC(O2)=C=O N-(7-((2-hydroxy-3-(1-methyl-1H-1,2,4-triazol-3-yl)phenyl)amino)-2-carbonyl-2,3-dihydro-oxazolo[4,5-b]pyridin-5-yl)cyclopropanecarboxamide